CN(C1=CC=C(C=C1)/C=C/C(=O)O)C (E)-3-(4-dimethylaminophenyl)acrylic acid